1,3-butanediol diacetoacetate C(CC(=O)C)(=O)OCCC(C)OC(CC(=O)C)=O